CC=1C(=NC=CC1)NC1=NC(=NS1)C1=NC=C(C#N)C=C1 6-(5-(3-methylpyridin-2-ylamino)-1,2,4-thiadiazol-3-yl)nicotinonitrile